O.[Na].ON=NC1(CC=CC=C1)S(=O)(=O)O 4-hydroxyazobenzene-4-sulfonic acid sodium hydrate